C(C)(C)(C)C1=C(C(=CC(=C1)C)CC1=C(C(=CC(=C1)C)C(C)(C)C)O)OC(C1=CC=C(C(=O)OC2=C(C=C(C=C2CC2=C(C(=CC(=C2)C)C(C)(C)C)O)C)C(C)(C)C)C=C1)=O.C1(=CC=CC=C1)C1=NN=C(O1)C1=CC=C(C=C1)NC(CCC)=O N-[4-(5-phenyl-1,3,4-oxadiazol-2-yl)phenyl]butanamide bis[2-tert-butyl-4-methyl-6-(2-hydroxy-3-tert-butyl-5-methylbenzyl)phenyl]terephthalate